1-Benzyl-4-(8-phenyl-1,4-dioxaspiro[4.5]decan-8-yl)-1H-1,2,3-triazole C(C1=CC=CC=C1)N1N=NC(=C1)C1(CCC2(OCCO2)CC1)C1=CC=CC=C1